7-methoxy-4H-thieno[2,3-c]chromen-4-one COC=1C=CC=2C3=C(C(OC2C1)=O)SC=C3